(4-chlorophenyl)methylhydrazine ClC1=CC=C(C=C1)CNN